C(#N)C1=CNC2=C(C=CC(=C12)C)NS(=O)(=O)C=1C=NN(C1)CC1(CNC1)F N-(3-cyano-4-methyl-1H-indol-7-yl)-1-[(3-fluoroazetidin-3-yl)methyl]pyrazole-4-sulfonamide